C(CCCCCCCCCCCCCCC)(=O)OC[C@@H](OC(C=CC=CC=CC=CC=CC=CCCCCCCCCC)=O)COP(=O)([O-])OCC[N+](C)(C)C 1-Palmitoyl-2-docosahexaenoyl-sn-glycero-3-phosphocholin